2-{[3-(benzyloxy)phenyl]carbamoyl}acetic acid C(C1=CC=CC=C1)OC=1C=C(C=CC1)NC(=O)CC(=O)O